1-((3-(8-Cyanoindolizin-5-yl)pyridin-4-yl)thio)cyclobutan C(#N)C1=CC=C(N2C=CC=C12)C=1C=NC=CC1SC1CCC1